C(C)(C)(C)C=1C=C(C=C(C1O)C)C(C(=O)OCCOCCOCCOC(C(C)C1=CC(=C(C(=C1)C)O)C(C)(C)C)=O)C triethylene glycol bis[(3-tertiary butyl-4-hydroxy-5-methylphenyl) propionate]